C(#N)C1=CC(=C(C(=C1)C)B(O)O)C (4-cyano-2,6-dimethylphenyl)boronic acid